N-(4-hydroxyphenyl)-5-phenyl-octahydrocyclopenta[c]pyrrole-2-carboxamide OC1=CC=C(C=C1)NC(=O)N1CC2C(C1)CC(C2)C2=CC=CC=C2